(4-(2,7-dibromo-9H-carbazol-9-yl)phenyl)(4-(9,9-dimethylacridin-10(9H)-yl)phenyl)methanone BrC1=CC=2N(C3=CC(=CC=C3C2C=C1)Br)C1=CC=C(C=C1)C(=O)C1=CC=C(C=C1)N1C=2C=CC=CC2C(C2=CC=CC=C12)(C)C